8-bromo-1-carbonyl-6,7-dihydro-1H,5H-pyrido[3,2,1-ij]quinoline BrC1=CC=C2C(C=CN3C2=C1CCC3)=C=O